BrCC(F)(F)N1N=C(C=C1)[N+](=O)[O-] 1-(2-bromo-1,1-difluoroethyl)-3-nitro-1H-pyrazole